7-bromo-1-methyl-1,2,3,4-tetrahydropyrido[2,3-b]pyrazine BrC1=CC2=C(NCCN2C)N=C1